[Ca].C(\C=C\C(=O)O)(=O)OCC Ethyl hydrogen fumarate, calcium salt